ClC1=CC=CC(=N1)OCC1=C(C=C(C#N)C=C1)F 4-((6-chloropyridin-2-oxy)methyl)-3-fluorobenzonitrile